OC1=CC=C(C(=O)OCCCCCCCCCCCCCCCCCCCCCC)C=C1 behenyl 4-hydroxybenzoate